5-aminoindolecarboxamide NC=1C=C2C=C(NC2=CC1)C(=O)N